NC=1C=C2C=C(NC2=CC1F)C(COCC1=CC=CC=C1)(C)C 5-amino-2-(2-benzyloxy-1,1-dimethylethyl)-6-fluoroindole